2-[[4-(1,7-diazaspiro[4.4]nonan-7-yl)-3-thiazol-2-yl-pyrrolo[2,3-b]pyridin-1-yl]methoxy]ethyl-trimethyl-silane N1CCCC12CN(CC2)C2=C1C(=NC=C2)N(C=C1C=1SC=CN1)COCC[Si](C)(C)C